Di(Methacryloxyethyl)Trimethyl-HexamethyleneDiurethane C(C(=C)C)(=O)OCCC(OC(NCCCCCCN(C(=O)OC(C)(C)C)C)=O)(C)CCOC(C(=C)C)=O